[Ru+2].ClC1C(C(CCC1)(P(C1CCCCC1)C1CCCCC1)Cl)=CC1=C(C=CC(=C1)[N+](=O)[O-])OC(C)C dichloro(2-isopropoxy-5-nitrophenylmethylene)(tricyclohexylphosphine) ruthenium (II)